NC(C)[C@]1(O)[C@H](O)[C@H](O)[C@@H](O)[C@@H](O1)C 1-aminoethyl-α-L-rhamnose